(4-butoxyphenyl)(triethylsilyl)methanone C(CCC)OC1=CC=C(C=C1)C(=O)[Si](CC)(CC)CC